5-nitro-2-(p-tolyl)isoindoline-1,3-dione [N+](=O)([O-])C=1C=C2C(N(C(C2=CC1)=O)C1=CC=C(C=C1)C)=O